C(C)(C)C=1C(=NNC1)O 4-isopropyl-1H-pyrazol-3-ol